ON=C(N)C1=NON=C1SCCCO N'-hydroxy-4-((3-hydroxypropyl)thio)-1,2,5-oxadiazole-3-carboximidamide